BrC=1C=C2C=CC=3N=C(OC3C2=CC1)C1=CC=C(C=C1)OC 7-bromo-2-(4-methoxyphenyl)naphtho[2,1-d]Oxazole